C(C)(C)(C)NS(=O)(=O)C=1C=C(C(=O)O)C=C(C1OC1=CC=CC=C1)NCCCC 3-(N-(tert-butyl)sulfamoyl)-5-(butylamino)-4-phenoxybenzoic acid